OCCCC(=O)NC1=CC=CC=C1 4-hydroxybutyrylaniline